6-(2,4-difluoro-3-methyl-phenyl)-1-(2-oxobutyl)-3H-imidazo[4,5-b]pyridin-2-one FC1=C(C=CC(=C1C)F)C=1C=C2C(=NC1)NC(N2CC(CC)=O)=O